N-(2-amino-1-phenylethyl)-1-(2-((4-fluorophenyl)-amino)pyridin-4-yl)-1H-pyrrole-3-carboxamide NCC(C1=CC=CC=C1)NC(=O)C1=CN(C=C1)C1=CC(=NC=C1)NC1=CC=C(C=C1)F